1-((2-fluoro-4-(trifluoromethyl)benzyl)amino)piperidin-2-one FC1=C(CNN2C(CCCC2)=O)C=CC(=C1)C(F)(F)F